ClC=1C=C2C(=C(NC2=CC1)C(=O)OCC)C=1N=NN(C1)CC1CCN(CC1)CCNS(=O)(=O)C1=CC2=CC=CC=C2C=C1 ethyl 5-chloro-3-(1-((1-(2-(naphthalene-2-sulfonamido) ethyl) piperidin-4-yl) methyl)-1H-1,2,3-triazol-4-yl)-1H-indole-2-carboxylate